ClC1=NC=C(N=C1)C=1C=NC(=CC1)OC1(CCC1)C(F)(F)F 2-chloro-5-[6-[1-(trifluoromethyl)cyclobutoxy]-3-pyridinyl]pyrazine